CC1=NC(=CC(=N1)NC1=C(C(=O)NOCC)C(=CC=N1)NC1=C(C(=CC=C1)C1=NC=C(C=N1)F)OC)C ((2,6-dimethylpyrimidin-4-yl)amino)-N-ethoxy-4-((3-(5-fluoropyrimidin-2-yl)-2-methoxyphenyl)amino)nicotinamide